ClC=1C(N(C(=CC1OCC1=NC=NC=C1F)C)C1=CC(=NC=C1C)N1N=C(C=C1)C(C)(C)O)=O 3-chloro-4-((5-fluoropyrimidin-4-yl)methoxy)-2'-(3-(2-hydroxypropan-2-yl)-1H-pyrazol-1-yl)-5',6-dimethyl-2H-[1,4'-bipyridin]-2-one